C1(=CC=CC=C1)C1C(N(C2=NC(=C(C(=C21)N)C#N)N)S(=O)(=O)C2=CC=C(C)C=C2)C(=O)OC(C)(C)C 3-phenyl-5-cyano-4,6-diamino-2-tert-butyloxycarbonyl-1-p-toluenesulfonyl-2,3-dihydro-1H-pyrrolo[2,3-b]pyridine